1-t-butyl-3,7,11,15-tetramethyl-2-hexadecene C(C)(C)(C)CC=C(CCCC(CCCC(CCCC(C)C)C)C)C